C1(CC1)C1=NN(C=N1)C1CC2(CN(C2)C(=O)N2CC3(C2)CC(C3)CC=3N=NN(C3)CC(F)(F)F)C1 [6-(3-cyclopropyl-1,2,4-triazol-1-yl)-2-azaspiro[3.3]heptan-2-yl]-[6-[[1-(2,2,2-trifluoroethyl)triazol-4-yl]methyl]-2-azaspiro[3.3]heptan-2-yl]methanone